(S)-2-((6-((4-chloro-2-fluorobenzyl)oxy)-3'-methyl-2'-oxo-[2,4'-bipyridin]-1'(2'H)-yl)methyl)-3-(oxetan-2-ylmethyl)-3H-imidazo[4,5-b]pyridine-5-carboxylic acid ClC1=CC(=C(COC2=CC=CC(=N2)C2=C(C(N(C=C2)CC2=NC=3C(=NC(=CC3)C(=O)O)N2C[C@H]2OCC2)=O)C)C=C1)F